8-chloro-1-(2,2-difluoropropyl)-2-[(4-methoxy-1H-pyrazol-1-yl)methyl]-1H-imidazo[4,5-c]quinoline ClC1=CC=2C3=C(C=NC2C=C1)N=C(N3CC(C)(F)F)CN3N=CC(=C3)OC